4-(4-Bromophenyl)-3a,4,5,9b-tetrahydro-3H-cyclopenta[c]quinoline-8-sulfonamide BrC1=CC=C(C=C1)C1NC=2C=CC(=CC2C2C1CC=C2)S(=O)(=O)N